NC1=NC(=NC=C1)N1CC([C@@](CC1)(O)C)(F)F (4R)-1-(4-aminopyrimidin-2-yl)-3,3-difluoro-4-methylpiperidin-4-ol